FC=1C=C(C=CC1OC1=C2C(=NC=C1)NC(N2C(C)C)=O)NC(=O)C=2C=NN(C2C(F)(F)F)C2=NC=CC(=C2)F N-(3-fluoro-4-((1-isopropyl-2-keto-2,3-dihydro-1H-imidazo[4,5-b]pyridin-7-yl)oxy)phenyl)-1-(4-fluoropyridin-2-yl)-5-(trifluoromethyl)-1H-pyrazole-4-carboxamide